COCCN1C(N(C=C1)C)C(=O)[O-] 1-(2-methoxyethyl)-3-methylimidazole-2-carboxylate